CN(C1C[C@H]2CC[C@@H](C1)N2C(=O)OC(C)(C)C)C=2N=NC=CN2 tert-butyl (1R,3s,5S)-3-(methyl(1,2,4-triazin-3-yl)amino)-8-azabicyclo[3.2.1]octane-8-carboxylate